[1,1'-bis(diphenylphosphino)ferrocene] palladium(II) dichlorid [Pd](Cl)Cl.C1(=CC=CC=C1)P([C-]1C=CC=C1)C1=CC=CC=C1.[C-]1(C=CC=C1)P(C1=CC=CC=C1)C1=CC=CC=C1.[Fe+2]